6-(2,5-dioxo-2,5-dihydro-1H-pyrrol-1-yl)-N-[(1S)-1-{[(1S)-1-{[2-(iodomethyl)phenyl]carbamoyl}ethyl]carbamoyl}-2-methylpropyl]hexanamide O=C1N(C(C=C1)=O)CCCCCC(=O)N[C@@H](C(C)C)C(N[C@@H](C)C(NC1=C(C=CC=C1)CI)=O)=O